bicyclo[2.2.1]heptane-2-sulfonate C12C(CC(CC1)C2)S(=O)(=O)[O-]